ClC=1C(=C(C(=CC1)C(F)F)C1=CN=CC(=N1)C(=O)NC=1C=NN(C1)CC=1C=NC(=NC1)N(CCO)CCN(C)C)F 6-(3-Chloro-6-(difluoromethyl)-2-fluorophenyl)-N-(1-((2-((2-(dimethylamino)ethyl)(2-hydroxyethyl)amino)pyrimidin-5-yl)methyl)-1H-pyrazol-4-yl)pyrazine-2-carboxamide